N-(6-((2,4-difluorophenyl)amino)-1H-pyrazolo[3,4-b]pyridin-3-yl)-4-(1-methylpiperidin-4-yl)benzamide, Acetic acid salt C(C)(=O)O.FC1=C(C=CC(=C1)F)NC1=CC=C2C(=N1)NN=C2NC(C2=CC=C(C=C2)C2CCN(CC2)C)=O